3-bromo-5-cyclopropyl-1,2,4-thiadiazole BrC1=NSC(=N1)C1CC1